4,6-Dichloro-N-(2,3-dihydro-1H-inden-2-yl)-N-methylpyridineamide ClC1=CC(=NC(=C1)Cl)C(=O)N(C)C1CC2=CC=CC=C2C1